NC1=CC=C(C=C1)C1=CC=C(C=C1)N 4,4'-Diaminobiphenyl